2-(2-methyl-1,3-benzoxazol-6-yl)-7-[(3S)-3-methylpiperazin-1-yl]-4H-quinolizin-4-one CC=1OC2=C(N1)C=CC(=C2)C=2C=C1C=CC(=CN1C(C2)=O)N2C[C@@H](NCC2)C